Methyl 4-(3-(3-(6-methylpyridin-3-yl)ureido)-2-(2-(tosyloxy)ethoxy)benzyl)piperazine-1-carboxylate CC1=CC=C(C=N1)NC(NC=1C(=C(CN2CCN(CC2)C(=O)OC)C=CC1)OCCOS(=O)(=O)C1=CC=C(C)C=C1)=O